BrC1=C(OCC2=CNC(O2)=S)C(=CC=C1)Br 5-[(2,6-Dibromophenoxy)methyl]oxazole-2(3H)-thione